(4-((1R,4R)-4-aminocyclohexyl)piperazin-1-yl)(cyclopropyl)methanone NC1CCC(CC1)N1CCN(CC1)C(=O)C1CC1